C[C@H]1[C@@H]([C@@](C[C@@H](O1)O[C@@H]2[C@H]([C@@H]([C@H](O[C@H]2OC3=C4C=C5C=C3OC6=C(C=C(C=C6)[C@H]([C@H](C(=O)N[C@H](C(=O)N[C@H]5C(=O)N[C@@H]7C8=CC(=C(C=C8)O)C9=C(C=C(C=C9O)O)[C@H](NC(=O)[C@H]([C@@H](C1=CC(=C(O4)C=C1)Cl)O)NC7=O)C(=O)[O-])CC(=O)N)NC(=O)[C@@H](CC(C)C)[NH2+]C)O)Cl)CO)O)O)(C)[NH3+])O The molecule is an organic cation obtained by deprotonation of the carboxy group and protonation of the two amino functions of epivancomycin; major species at pH 7.3.